1,1-dimethylethyl {(1R)-1-[({6-[(3-ethyl-1,2-benzisoxazol-4-yl)oxy]-3-pyridinyl}amino)carbonyl]propyl}carbamate C(C)C1=NOC2=C1C(=CC=C2)OC2=CC=C(C=N2)NC(=O)[C@@H](CC)NC(OC(C)(C)C)=O